4-bromopentyl acetate C(C)(=O)OCCCC(C)Br